(R)-α-methyl-α-octenylglycine C[C@](N)(C(=O)O)C=CCCCCCC